4-(4-(1H-pyrrolo[2,3-b]pyridin-4-yl)phenyl)piperidin-4-ol N1C=CC=2C1=NC=CC2C2=CC=C(C=C2)C2(CCNCC2)O